FC(C=1C=C(C=C(C1)C(F)(F)F)S(=O)(=O)N)(F)F 3,5-bis(trifluoromethyl)benzenesulfonamide